8-((4,4-difluorocyclohexyl)amino)-2-(1H-imidazol-1-yl)-5-methylpyrido[3,2-d]pyrimidin-6(5H)-one FC1(CCC(CC1)NC1=CC(N(C2=C1N=C(N=C2)N2C=NC=C2)C)=O)F